N(C#N)[S@](=NC(CC1=C2C(=CC=3CCCC13)CC2)=O)(=O)C2=CN=C(S2)C(C)(C)O (S)-N-(cyanamido(2-(2-hydroxypropan-2-yl)thiazol-5-yl)(oxo)-λ6-sulfaneylidene)-2-(2,4,5,6-tetrahydro-1H-cyclobuta[f]inden-3-yl)acetamide